2-(benzyloxy)-5-methylaniline C(C1=CC=CC=C1)OC1=C(N)C=C(C=C1)C